C(C)(=O)N1CC(=CCC1)C=1C=C(C2=C(SC(=C2)C(=O)N(C)C)C1F)B1OC(C(O1)(C)C)(C)C 6-(1-Acetyl-1,2,5,6-tetrahydropyridin-3-yl)-7-fluoro-N,N-dimethyl-4-(4,4,5,5-tetramethyl-1,3,2-dioxaborolan-2-yl)benzo[b]thiophene-2-carboxamide